(R)-1-(1,1-difluoro-2,3-dihydro-1H-inden-4-yl)ethan-1-amine FC1(CCC2=C(C=CC=C12)[C@@H](C)N)F